(S,E)-6-(4-(2-(((2-((6-oxo-5-(trifluoromethyl)-1,6-dihydropyridazin-4-yl)amino)propylidene)amino)oxy)acetyl)piperazin-1-yl)nicotinonitrile O=C1C(=C(C=NN1)N[C@H](\C=N\OCC(=O)N1CCN(CC1)C1=NC=C(C#N)C=C1)C)C(F)(F)F